2-(4-(((5-fluoro-6-(methyl((4-(trifluoromethyl)cyclohexyl)methyl)amino)pyrimidin-4-yl)amino)methyl)-3-hydroxypiperidin-1-yl)acetamide FC=1C(=NC=NC1N(CC1CCC(CC1)C(F)(F)F)C)NCC1C(CN(CC1)CC(=O)N)O